O1CC[C@@H](C2=C1C=CC=C2)NC(=O)C=2C=NC1=C(N=CC(=C1C2N2CCOCC2)F)C2=C(C(=CC(=C2)F)F)F N-[(4S)-3,4-dihydro-2H-1-benzopyran-4-yl]-5-fluoro-4-(morpholin-4-yl)-8-(2,3,5-trifluorophenyl)-1,7-naphthyridine-3-carboxamide